8-chloro-5-[[2-[2-[(6-fluoro-[1,2,4]triazolo[4,3-a]pyridin-7-yl)amino]ethyl]-2-azaspiro[3.3]heptan-6-yl]methyl]-2-methyl-isoquinolin-1-one ClC=1C=CC(=C2C=CN(C(C12)=O)C)CC1CC2(CN(C2)CCNC2=CC=3N(C=C2F)C=NN3)C1